C(C)(C)(C)OC(N[C@H](CO)CCC(C(C)C)NC(OC(C)(C)C)=O)=O ((2S)-1-hydroxy-6-methylheptane-2,5-diyl)dicarbamic acid di-tert-butyl ester